C(C=C)(=O)N1CC(N(CC1)C1=CC=C(C=C1)C#CC=1C=2N(C=C(C1)C=1C=NN(C1)C)N=CC2C#N)=O 4-((4-(4-propenoyl-2-oxopiperazin-1-yl)phenyl)ethynyl)-6-(1-methyl-1H-pyrazol-4-yl)pyrazolo[1,5-a]pyridine-3-carbonitrile